N-glycero-3-phosphoethanolamine OCC(O)COP(=O)(O)NCCO